[Cl-].[Cl-].O1CCCC1.O1CCCC1.[Cr+2] chromium di(tetrahydrofuran) dichloride